OCC1[C@H]2CN(C[C@@H]12)CC1=CC=C(C=C1)C1=CC=C(C=C1)CC1=CC=C(C=C1)N1N=C(N=C1C)C(=O)N 1-(4-((4'-(((1r,5s,6r)-6-(hydroxymethyl)-3-azabicyclo[3.1.0]hexane-3-yl)methyl)-[1,1'-biphenyl]-4-yl)methyl)phenyl)-5-methyl-1H-1,2,4-triazole-3-carboxamide